ClCC(=O)N(C(C(NC(C)S(=O)(=O)C1=CC=C(C)C=C1)=O)C=1C=NC=NC1)C1=CC=C(C=C1)C1=CN=CO1 2-chloro-N-(4-(oxazol-5-yl)phenyl)-N-(2-oxo-1-(pyrimidin-5-yl)-2-((1-tosylethyl)amino)ethyl)acetamide